(E)-ethyl 3-(4-(1-(4-(trifluoromethyl)phenyl)-1H-1,2,4-triazol-3-yl)phenyl)acrylate FC(C1=CC=C(C=C1)N1N=C(N=C1)C1=CC=C(C=C1)/C=C/C(=O)OCC)(F)F